[Co+2].C(C=1C(O)=CC=CC1)NCCNCC=1C(O)=CC=CC1 N,N'-bis(salicyl)ethylenediamine cobalt (II)